FC=1C=C(C=CC1F)CC(=O)NC1=C(C=C(C=C1C)N1CCOCC1)C 2-(3,4-Difluoro-phenyl)-N-(2,6-dimethyl-4-morpholin-4-yl-phenyl)-acetamide